The molecule is a linear trisaccharide consisting of three alpha-D-rhamose units joined by an alpha-(1->3)- and an alpha-(1->2)- linkage. It has a role as an epitope. C[C@@H]1[C@H]([C@@H]([C@@H]([C@H](O1)O)O[C@@H]2[C@H]([C@H]([C@@H]([C@H](O2)C)O)O[C@@H]3[C@H]([C@H]([C@@H]([C@H](O3)C)O)O)O)O)O)O